1-fluoro-N-(6-(6-methylpyridazin-4-yl)imidazo[1,2-a]pyridin-2-yl)cyclopropane-1-carboxamide FC1(CC1)C(=O)NC=1N=C2N(C=C(C=C2)C2=CN=NC(=C2)C)C1